COC1=CC=C(C=C1)C(CS(F)(F)(F)(F)F)=O 1-(4-methoxyphenyl)-2-(pentafluoro-lambda6-sulfaneyl)ethan-1-one